(1S)-1-Cyano-2-[4'-(trifluoromethyl)biphenyl-4-yl]ethyl-1,4-oxazepane-2-carboxamide C(#N)[C@H](CC1=CC=C(C=C1)C1=CC=C(C=C1)C(F)(F)F)C1(OCCCNC1)C(=O)N